COC=1C=C2CCN(CC2=CC1OC)CCC=1SC=CC1 6,7-dimethoxy-2-(2-(thien-2-yl)ethyl)-1,2,3,4-tetrahydroisoquinoline